tert-butyl 2-((3-(4-(pentafluoro-λ6-sulfaneyl)phenyl)-1,2,4-oxadiazol-5-yl)methyl)acrylate FS(C1=CC=C(C=C1)C1=NOC(=N1)CC(C(=O)OC(C)(C)C)=C)(F)(F)(F)F